COC1=NC=C(C=N1)B1OC(C(O1)(C)C)(C)C 2-methoxy-5-(4,4,5,5-tetramethyl-1,3,2-dioxaborolan-2-yl)pyrimidine